1-((1R,2R)-2-(dimethylamino)cyclohexyl)-3-(4-(trifluoromethyl)phenyl)thiourea CN([C@H]1[C@@H](CCCC1)NC(=S)NC1=CC=C(C=C1)C(F)(F)F)C